CN(C(=O)[C@H](C)NC(=O)C1=CC2=C(N(C(=N2)NC=2SC3=C(N2)C=CC(=C3)C(F)(F)F)C)C=C1)C 1-Methyl-2-(6-trifluoromethyl-benzothiazol-2-ylamino)-1H-benzoimidazole-5-carboxylic acid ((S)-1-dimethylcarbamoyl-ethyl)-amide